NN1C(=NC(=C1C(=O)OC)C1=CC=C(C=C1)OC1=CC=CC=C1)C(CCO[Si](C)(C)C(C)(C)C)C1CN(C1)C(=O)OC(C)(C)C methyl 1-amino-2-(1-(1-(tert-butoxycarbonyl) azetidin-3-yl)-3-((tert-butyldimethylsilyl) oxy) propyl)-4-(4-phenoxyphenyl)-1H-imidazole-5-carboxylate